(R)-4-((1S,6R)-5-((S)-2-(4-chlorophenyl)-3-(cyclopropylamino)propionyl)-2,5-diazabicyclo[4.1.0]hept-2-yl)-5-methyl-5,8-dihydropyrido[2,3-d]pyrimidin-7(6H)-one ClC1=CC=C(C=C1)[C@H](C(=O)N1CCN([C@H]2C[C@@H]12)C=1C2=C(N=CN1)NC(C[C@H]2C)=O)CNC2CC2